NCCC[Si](OCC)(OCC)OCC γ-Aminopropyltriethoxysilan